FC(C=1C=CC(=NC1)CNC([C@@H]1NCCC1)=O)(F)F N-((5-(trifluoromethyl)-2-pyridinyl)methyl)-D-prolinamide